C(CCCCCCCCCCC)C(C(=O)O)=C.C(C=C)(=O)OCCCCCCCCCCCC lauryl acrylate (dodecyl acrylate)